N1N=CC(=C1)C=1C=CC(=NC1)NC([C@H](C1=CC=CC=C1)NCCC1=CC=C(C=C1)C#N)=O |r| (S)- and (R)-N-(5-(1H-pyrazol-4-yl)pyridin-2-yl)-2-((4-cyanophenethyl)amino)-2-phenylacetamide